1-(thiazol-2-yl)-4-tert-butoxycarbonyl-piperazin-2-one S1C(=NC=C1)N1C(CN(CC1)C(=O)OC(C)(C)C)=O